3-((6-fluoro-4-vinyl-1H-indol-5-yl)oxy)benzonitrile FC1=C(C(=C2C=CNC2=C1)C=C)OC=1C=C(C#N)C=CC1